methyl 2-(3-(1-([1,1'-biphenyl]-3-ylsulfonyl) piperidin-3-yl) phenoxy)-2-methylpropionate C1(=CC(=CC=C1)S(=O)(=O)N1CC(CCC1)C=1C=C(OC(C(=O)OC)(C)C)C=CC1)C1=CC=CC=C1